C(C)(C)(C)OC(=O)N1CCC(CC1)(CO)CF 4-(fluoromethyl)-4-(hydroxymethyl)piperidine-1-carboxylic acid tert-butyl ester